1-ethyl-4-fluorobenzene C(C)C1=CC=C(C=C1)F